BrC1=CC=C(C=C1)C=1C=C2C(NC(NC2=C(C1)C1=CC=C(C=C1)S(=O)(=O)N)=O)=O 4-(6-(4-bromophenyl)-2,4-dioxo-1,2,3,4-tetrahydroquinazolin-8-yl)benzenesulfonamide